C(C=C)C(CN)(C=CC)CC=C 2,2-diallyl-penten-1-amine